ethyl 4-(5-formyl-6-methoxy-isoindolin-2-yl)-4-oxo-butyrate C(=O)C=1C=C2CN(CC2=CC1OC)C(CCC(=O)OCC)=O